C(=O)(O)C=1C=C(OC2=CC=C(C=C2)C(C(F)(F)F)(C2=CC=CC=C2)C2=CC=C(C=C2)OC2=CC(=C(C=C2)C(=O)O)C(=O)O)C=CC1C(=O)O 1,1-bis[4-(3,4-dicarboxyphenoxy)phenyl]-1-phenyl-2,2,2-trifluoroethane